Tris(3-methylphenylphenylamino)-triphenylamin CC=1C=C(C=CC1)N(C1=CC=CC=C1)C1=C(C(=C(C=C1)N(C1=CC=CC=C1)C1=CC=CC=C1)N(C1=CC(=CC=C1)C)C1=CC=CC=C1)N(C1=CC(=CC=C1)C)C1=CC=CC=C1